2-(2-bromo-5-(trifluoromethyl)phenyl)-1-(3-bromo-5-methylphenyl)ethan-1-one Methyl-(S)-2-((((9H-fluoren-9-yl)methoxy)carbonyl)amino)-3-(2-((3-nitrophenyl)thio)-1H-indol-3-yl)propanoate COC([C@H](CC1=C(NC2=CC=CC=C12)SC1=CC(=CC=C1)[N+](=O)[O-])NC(=O)OCC1C2=CC=CC=C2C=2C=CC=CC12)=O.BrC1=C(C=C(C=C1)C(F)(F)F)CC(=O)C1=CC(=CC(=C1)C)Br